BrC1=CC(=CC=2N=C(OC21)N2CC1CCC(C2)N1C(=O)OC(C)(C)C)C(C(F)(F)F)O tert-Butyl 3-(7-bromo-5-(2,2,2-trifluoro-1-hydroxyethyl)benzo[d]oxazol-2-yl)-3,8-diazabicyclo[3.2.1]octane-8-carboxylate